2-chloro-6-trifluoromethylphenyl thiol ClC1=C(C(=CC=C1)C(F)(F)F)S